3,5-dimethoxyphenylglyoxal COC=1C=C(C=C(C1)OC)C(=O)C=O